4-((1-(4-chloro-3-fluorobenzyl)-4-hydroxycyclohexyl)methoxy)-2,5-difluoro-N-(1,2,4-thiadiazol-5-yl)benzenesulfonamide ClC1=C(C=C(CC2(CCC(CC2)O)COC2=CC(=C(C=C2F)S(=O)(=O)NC2=NC=NS2)F)C=C1)F